BrC=1C=C(C=C2C=CN3C(C12)=CC=C3)O 10-bromopyrrolo[2,1-a]isoquinolin-8-ol